β-ethylsulfonic acid CCS(=O)(=O)O